t-butyl 5-bromo-6-methoxy-1H-indazole-1-carboxylate BrC=1C=C2C=NN(C2=CC1OC)C(=O)OC(C)(C)C